FC=1C=CC=C2C(=CNC12)C=1C=C(SC1)C(C(=O)O)C=O (4-(7-fluoro-1H-indol-3-yl)thiophen-2-yl)-3-oxopropanoic acid